C(C)(C)C=1C=C(C=CC1)C(CC=O)C 3-(3-Isopropylphenyl)-butan-1-al